C(C)(C)(C)N(C(O)=O)CCN1CCC(CC1)CN1CCN(CC1)C(C1=CC(=C(C=C1)OC)N1C(NC(CC1)=O)=O)=O.N(=C=O)CCC1=CC(=CC=C1)CCN=C=O 1,3-bis(isocyanatoethyl)benzol tert-butyl-(2-(4-((4-(3-(2,4-dioxotetrahydropyrimidin-1(2H)-yl)-4-methoxybenzoyl)piperazin-1-yl)methyl)piperidin-1-yl)ethyl)carbamate